((3S,4S)-4-(3-((1-(5-chloro-6-methylpyridin-2-yl)azetidin-3-yl)oxy)-4-methoxyphenyl)-3-((R)-1-hydroxyethyl)-3-methylpyrrolidin-1-yl)((S)-2,2-dimethyl-1,3-dioxolan-4-yl)methanone ClC=1C=CC(=NC1C)N1CC(C1)OC=1C=C(C=CC1OC)[C@H]1[C@](CN(C1)C(=O)[C@H]1OC(OC1)(C)C)(C)[C@@H](C)O